2-bromo-N-[1-(2-methylphenyl)-1H-pyrazol-3-yl]benzamide BrC1=C(C(=O)NC2=NN(C=C2)C2=C(C=CC=C2)C)C=CC=C1